3-(8-Amino-6-(trifluoromethyl)imidazo[1,2-a]pyrazin-3-yl)-N-(1-(2-hydroxypropan-2-yl)-2-oxabicyclo[2.2.2]octan-4-yl)-4-methylbenzenesulfonamide Trifluoroacetate Salt FC(C(=O)O)(F)F.NC=1C=2N(C=C(N1)C(F)(F)F)C(=CN2)C=2C=C(C=CC2C)S(=O)(=O)NC21COC(CC2)(CC1)C(C)(C)O